5-cyclopropyl-2-((1-methyl-7-(3-(trifluoromethoxy)phenyl)-1H-indol-5-yl)amino)nicotinic acid C1(CC1)C=1C=NC(=C(C(=O)O)C1)NC=1C=C2C=CN(C2=C(C1)C1=CC(=CC=C1)OC(F)(F)F)C